(4-amino-1-(2-aminooxazolo[4,5-c]pyridin-7-yl)piperidin-3-yl)((S)-6,8-dichloro-1-methyl-3,4-dihydroisoquinolin-2(1H)-yl)methanone NC1C(CN(CC1)C=1C2=C(C=NC1)N=C(O2)N)C(=O)N2[C@H](C1=C(C=C(C=C1CC2)Cl)Cl)C